6-((2S,5S)-4-(bis(4-fluorophenyl)methyl)-5-(hydroxymethyl)-2-methylpiperazin-1-yl)-3,8-dimethyl-9-(((S)-tetrahydrofuran-2-yl)methyl)-3,9-dihydro-2H-purin-2-one FC1=CC=C(C=C1)C(N1C[C@@H](N(C[C@H]1CO)C=1C=2N=C(N(C2N(C(N1)=O)C)C[C@H]1OCCC1)C)C)C1=CC=C(C=C1)F